8-hydroxy-7-(5H-imidazo[5,1-a]isoindol-5-yl)-5,6,7,8-tetrahydronaphthalene-2-sulfonamide OC1C(CCC=2C=CC(=CC12)S(=O)(=O)N)C1N2C(C3=CC=CC=C13)=CN=C2